ClC=1C(=C(C=CC1)C=1C=C(C(=O)O)C=CN1)F 2-(3-Chloro-2-fluorophenyl)isonicotinic Acid